2-(2-bromo-5-(trifluoromethoxy)phenyl)ethan-1-amine BrC1=C(C=C(C=C1)OC(F)(F)F)CCN